3-(N,N-Dimethyltetradecylammonio)propansulfonat C[N+](C)(CCCS(=O)(=O)[O-])CCCCCCCCCCCCCC